FC(C(=O)O)(F)F.ClC1=CC=C(C[C@H]2CO[C@H](CN2C2CCNCC2)CS(=O)(=O)C)C=C1 (2R,5S)-5-(4-chlorobenzyl)-2-((methylsulfonyl)methyl)-4-(piperidin-4-yl)-morpholine 2,2,2-trifluoroacetate